3-chloroimidazo[1,2-a]pyridine ClC1=CN=C2N1C=CC=C2